8-chloro-2-methyl-5-[[2-[3-(5-methyl-6-oxo-1-tetrahydropyran-2-yl-pyridazin-4-yl)propyl]-2-azaspiro[3.3]heptan-6-yl]methyl]phthalazin-1-one ClC=1C=CC(=C2C=NN(C(C12)=O)C)CC1CC2(CN(C2)CCCC=2C=NN(C(C2C)=O)C2OCCCC2)C1